(3S,4S)-1-(4-((3R*,4R*)-3-methoxy-4-(tetradecylcarbamoyl)pyrrolidine-1-carbonyl)benzoyl)-N3,N4-bis((1S,2R)-2-phenylcyclopropyl)pyrrolidine-3,4-dicarboxamide CO[C@H]1CN(C[C@H]1C(NCCCCCCCCCCCCCC)=O)C(=O)C1=CC=C(C(=O)N2C[C@H]([C@@H](C2)C(=O)N[C@@H]2[C@H](C2)C2=CC=CC=C2)C(=O)N[C@@H]2[C@H](C2)C2=CC=CC=C2)C=C1 |o1:2,6|